3-(acryloxymethyl)-2-phenyloxetane C(C=C)(=O)OCC1C(OC1)C1=CC=CC=C1